CC1=CC(=CC2=C1NC(=N2)C=2C(NC=CC2)=O)N2CCOCC2 3-[7-methyl-5-(4-morpholinyl)-1H-benzimidazol-2-yl]-2(1H)-pyridinone